C(CC(C)CCCC(C)CCCC(C)CCCC(C)C)OC[C@@H](OCCC(C)CCCC(C)CCCC(C)CCCC(C)C)COP(=O)([O-])OCC[N+](C)(C)C 1,2-bis-O-phytanyl-sn-glycero-3-phosphocholine